(6-(4-chloro-1H-pyrazol-1-yl)pyridin-3-yl)ethan-1-one ClC=1C=NN(C1)C1=CC=C(C=N1)C(C)=O